3-{2-[3-(2,4-Diamino-6-ethylpyrimidin-5-yloxy)propoxy]-4-methoxyphenyl}-N-hydroxypropanamide NC1=NC(=C(C(=N1)N)OCCCOC1=C(C=CC(=C1)OC)CCC(=O)NO)CC